(E)-3-(furan-3-yl)-1-(N-methyl-pyrrole-2-yl)prop-2-ene-1-one O1C=C(C=C1)/C=C/C(=O)C=1N(C=CC1)C